4-Carboxyphenylboronic acid C(=O)(O)C1=CC=C(C=C1)B(O)O